menth-1,3-dien-7-al C1(=CC=C(CC1)C(C)C)C=O